benzo[4,5]imidazo[1,2-A]pyridine C1=CC=CC=2N1C1=C(N2)C=CC=C1